C(C1=CC=CC=C1)NC1=NC(=NN2C1=CC=C2)N2C(=CC=1C(=CC=CC21)C(=O)NC(C)C)C 1-(4-(benzylamino)pyrrolo[2,1-f][1,2,4]triazin-2-yl)-N-isopropyl-2-methyl-1H-indole-4-carboxamide